(S)-15-((2S,4R)-4-hydroxy-2-(((S)-1-(4-(4-methylthiazol-5-yl)phenyl)ethyl)carbamoyl)pyrrolidine-1-carbonyl)-16,16-dimethyl-13-oxo-4,7,10-trioxa-14-azaheptadecanoic acid O[C@@H]1C[C@H](N(C1)C(=O)[C@@H](NC(CCOCCOCCOCCC(=O)O)=O)C(C)(C)C)C(N[C@@H](C)C1=CC=C(C=C1)C1=C(N=CS1)C)=O